C(#N)C1=CC=C(C=C1)[C@H]1[C@@H](CNC1)CC1=C2C=CN(C2=C(C=C1C)C)C(=O)OC(C)(C)C |r| racemic-tert-butyl 4-(((3S*,4R*)-4-(4-cyanophenyl)pyrrolidin-3-yl)methyl)-5,7-dimethyl-1H-indole-1-carboxylate